benzyl 4-(5-((tert-butoxycarbonyl)amino)pentyl)piperazine-1-carboxylate C(C)(C)(C)OC(=O)NCCCCCN1CCN(CC1)C(=O)OCC1=CC=CC=C1